N[C@H]1CN(CCC1)C(=O)C1=CC=2N(C=C1)C(=C(N2)C=2N(C1=CC=CC=C1C2)CC2=CC=C(C=C2)CO)C (R)-(3-Aminopiperidin-1-yl)(2-(1-(4-(hydroxymethyl)benzyl)-1H-indol-2-yl)-3-methylimidazo[1,2-a]pyridin-7-yl)methanone